(4-isobutylphenyl)-p-tolyliodonium C(C(C)C)C1=CC=C(C=C1)[I+]C1=CC=C(C=C1)C